(2-fluoro-3,4,5,6-tetradeuterophenyl)-1-(pyridine-3-ylsulfonyl)-1H-pyrrole-3-carboxylic acid FC1=C(C(=C(C(=C1[2H])[2H])[2H])[2H])C=1N(C=CC1C(=O)O)S(=O)(=O)C=1C=NC=CC1